N1CCC(CC1)C1=CC=C(C2=CC=CC=C12)S(=O)(=O)C1CCNCC1 4-((4-(piperidin-4-yl)naphthalen-1-yl)sulfonyl)piperidine